[NH4+].C(=S)[O-] thiocarboxylic acid ammonium salt